[Si](C)(C)(C(C)(C)C)OCCN1CCC(CC1)CN(C(CCCCCCCCC(=O)OCC(CCCCCC)CCCC)CCCCCCCCC(=O)OCC(CCCCCC)CCCC)S(=O)CCCCCCCC bis(2-butyloctyl) 10-(((1-(2-((tert-butyldimethylsilyl)oxy)ethyl)piperidin-4-yl)methyl)(octylsulfinyl)amino)nonadecanedioate